(6S)-2-(hydroxymethyl)-2-(methoxymethyl)-6-(4-(trifluoromethyl)phenyl)quinuclidin-3-one OCC1(N2[C@@H](CC(C1=O)CC2)C2=CC=C(C=C2)C(F)(F)F)COC